C(C)(C)(C)OC(=O)N1CCN(CC1)CCC(=O)OCC 4-(3-Ethoxy-3-oxopropyl)piperazine-1-carboxylic acid tert-butyl ester